(2S)-2-[[(2S)-2-amino-4-methyl-pentanoyl]amino]-4-[5-[bis(2-chloroethyl)amino]-1-methyl-benzimidazol-2-yl]butanoic acid ethyl ester C(C)OC([C@H](CCC1=NC2=C(N1C)C=CC(=C2)N(CCCl)CCCl)NC([C@H](CC(C)C)N)=O)=O